4-(4-methyl-1,4-diazepan-1-yl)benzamide CN1CCN(CCC1)C1=CC=C(C(=O)N)C=C1